BrC1=CN=C2N(C1=O)C=C(N2CCOC)C(F)(F)F 6-bromo-1-(2-methoxyethyl)-2-(trifluoromethyl)-imidazo[1,2-a]pyrimidin-5-one